CCCCCC/C=C\CCCCCCCC(=O)O[C@H](COC(=O)CCC/C=C\C/C=C\C/C=C\C/C=C\CCCCC)COP(=O)([O-])OCC[N+](C)(C)C 1-(5Z,8Z,11Z,14Z-eicosatetraenoyl)-2-(9Z-hexadecenoyl)-glycero-3-phosphocholine